8-bromo-6-(2,6-dichlorophenyl)pyrido[4,3-d]Pyrimidin-5-one BrC1=CN(C(C2=C1N=CN=C2)=O)C2=C(C=CC=C2Cl)Cl